ClC=1C=CC2=C(C[C@H](CC=3N2C(=NN3)[C@@H]3CC[C@H](CC3)OC3=NC=CC=C3)CCNC(OC(C)(C)C)=O)C1 Tert-butyl {(5S)-8-chloro-1-[trans-4-(pyridin-2-yloxy)cyclohexyl]-5,6-dihydro-4H-[1,2,4]triazolo[4,3-a][1]benzazepin-5-yl}ethylcarbamate